(1S,2S,3S)-N-[7-chloro-6-[4-((3S,4S)-4-fluoro-3-methyl-tetrahydrofuran-3-yl)piperazin-1-yl]-3-isoquinolyl]-2-methyl-3-(1-methylpyrazol-4-yl)cyclopropanecarboxamide ClC1=C(C=C2C=C(N=CC2=C1)NC(=O)[C@H]1[C@H]([C@@H]1C=1C=NN(C1)C)C)N1CCN(CC1)[C@]1(COC[C@H]1F)C